C(C)(C)(C)C1=NN(C(=C1C=O)Cl)C 3-(tert-butyl)-5-chloro-1-methyl-1H-pyrazole-4-carbaldehyde